OC1=C(C=CC=C1)C=1OC2=C(C(N1)=O)C=CC=C2 2-(2-hydroxyphenyl)-4H-[1,3]-benzoxazine-4-one